C(C)C1=CC=2C(=CN=CC2)N1C 2-ethyl-1-methyl-1H-pyrrolo[2,3-c]pyridine